1-isocyano-3,5-bis(trifluoromethyl)benzene [N+](#[C-])C1=CC(=CC(=C1)C(F)(F)F)C(F)(F)F